4-((4-((4-((2H-tetrazol-5-yl)methyl)piperidin-1-yl)methyl)phenyl)amino)-2-cycloheptylpyrimido[4,5-d]pyridazin-5(6H)-one N=1NN=NC1CC1CCN(CC1)CC1=CC=C(C=C1)NC1=NC(=NC=2C=NNC(C21)=O)C2CCCCCC2